ClC1=C(C2=C(NC(O[C@]23CN(CC3)C3=CC(=CN=N3)C(=O)NCC3=CC=C(C=C3)CN3CC(C3)F)=O)C=C1)F (S)-6-(6-chloro-5-fluoro-2-oxo-1,2-dihydrospiro[benzo[d][1,3]oxazine-4,3'-pyrrolidin]-1'-yl)-N-(4-((3-fluoroazetidin-1-yl)methyl)benzyl)pyridazine-4-carboxamide